2-amino-N-((3R,4R)-4-(4-(2-hydroxy-4-methoxybenzoyl)benzamido)pyrrolidin-3-yl)pyrimidine-4-carboxamide NC1=NC=CC(=N1)C(=O)N[C@@H]1CNC[C@H]1NC(C1=CC=C(C=C1)C(C1=C(C=C(C=C1)OC)O)=O)=O